[1-(4-cyclopropanesulfonamidopyridin-2-yl)-3-(pyrrolidin-1-yl)propyl]-5-(6-ethoxypyrazin-2-yl)-1,3-thiazole-2-carboxamide C1(CC1)S(=O)(=O)NC1=CC(=NC=C1)C(CCN1CCCC1)C=1N=C(SC1C1=NC(=CN=C1)OCC)C(=O)N